C(CCCCCCCCCCC)(=O)O[C@@H]1C[C@H]2N(CCC3=CC(=C(C=C23)OC)OC)C[C@H]1CC(C)C (2R,3R,11bR)-3-isobutyl-9,10-dimethoxy-1,3,4,6,7,11b-hexahydro-2H-pyrido[2,1-a]isoquinolin-2-yl laurate